O=S1(CC(CC1)NC(C1=CC(=C(C=C1)OC1=CC=CC=C1)C=1C2=C(C(N(C1)C)=O)NC=C2)=O)=O N-(1,1-dioxidotetrahydrothiophen-3-yl)-3-(6-methyl-7-oxo-6,7-dihydro-1H-pyrrolo[2,3-c]pyridin-4-yl)-4-phenoxybenzamide